OC=1C=C2CC[C@@H]([C@@H](C2=CC1)C1=CC=C(C=C1)N1CCCCC1)CC(C)C 1-(4-((1R,2R)-6-Hydroxy-2-isobutyl-1,2,3,4-tetrahydronaphthalen-1-yl)phenyl)piperidine